2-(3-fluoropyridin-4-yl)-4-(piperidin-1-yl)-1,7-naphthyridin FC=1C=NC=CC1C1=NC2=CN=CC=C2C(=C1)N1CCCCC1